Guanosine 5'-O-(3-Thiotriphosphate) P(O)(=O)(OP(=S)(O)OP(=O)(O)O)OC[C@@H]1[C@H]([C@H]([C@@H](O1)N1C=NC=2C(=O)NC(N)=NC12)O)O